Cl.N[C@H](C(=O)NC1=CC=C(C=C1)N[C@@H]1C[C@@H](N(C2=CC=CC=C12)C(CC)=O)C)C(C)C |o1:13,15| (S)-2-Amino-3-methyl-N-(4-{[(2S*,4R*)-2-methyl-1-propionyl-1,2,3,4-tetrahydroquinolin-4-yl]amino}phenyl)butanamide hydrochloride